2-(methoxy(phenyl)methyl)-6-(methylcarbamoyl)isonicotinic acid COC(C=1C=C(C(=O)O)C=C(N1)C(NC)=O)C1=CC=CC=C1